C=1C=CN2C=CC=CC12 indolizine